C(C)O/C=C/C1=CC=2C3=C(N=NC2C=C1)OC(CCN3C)(C)C 10-[(E)-2-ethoxyethenyl]-1,4,4-trimethyl-2,3-dihydro-[1,4]oxazepino[2,3-c]cinnoline